C1CCCCCCC1.CCCCCC hexan-cyclooctane